2,3,14-trihydroxy-17-[2-(2-hydroxyethyl-sulfanyl)acetyl]-10,13-dimethyl-2,3,4,5,9,11,12,15,16,17-decahydro-1H-cyclopenta[a]phenanthren-6-one OC1CC2(C3CCC4(C(CCC4(C3=CC(C2CC1O)=O)O)C(CSCCO)=O)C)C